1E-(ethyl [2-(p-phenoxyphenoxy) ethyl] carbamate) C(C)N(C([O-])=O)CCOC1=CC=C(C=C1)OC1=CC=CC=C1